C[Si](OCCOC)(OCCOC)C dimethylbis(2-methoxyethoxy)silane